O1CCC(CC1)C1=NNC=2CN(CCC21)C(=O)OC(C)(C)C tert-Butyl 3-(tetrahydro-2H-pyran-4-yl)-1,4,5,7-tetrahydro-6H-pyrazolo[3,4-c]pyridine-6-carboxylate